zinc bismethionine N[C@@H](CCSC)C(=O)O.N[C@@H](CCSC)C(=O)O.[Zn]